ClC1(C=C(C2=C(N1)C1(OCC2)COCC1)OC[C@@H]1N(CCC1)C)CCCCCCCCCCCCCCCCNC(C(=O)O)(C)C 2'-Chloro-4'-(((R)-1-methylpyrrolidin-2-yl)methoxy)-4,5,5',6'-tetrahydro-2H-spiro[furan-3,8'-pyrano[3,4-b]pyridine]palmityl-dimethyl-aminoacetic acid